FC(OC1=C(C(=NN1)C(F)(F)F)CO)F 5-difluoromethoxy-4-hydroxymethyl-3-trifluoromethylpyrazole